4-amino-7-fluoro-N,1-dimethyl-N-(6-((1-methyl-1H-pyrazol-5-yl)ethynyl)-2,3-dihydrobenzofuran-3-yl)-1H-pyrazolo[4,3-c]quinoline-8-carboxamide NC1=NC=2C=C(C(=CC2C2=C1C=NN2C)C(=O)N(C2COC1=C2C=CC(=C1)C#CC1=CC=NN1C)C)F